P(OCC)([O-])[O-] ethyl phosphite